FC1=C(C=CC=C1F)C1=NC2=C(N1)C=CC(=C2)NC(=O)NC=2C(=C1C=CC(OC1=CC2)(C)C)OC 1-(2-(2,3-difluorophenyl)-1H-benzo[d]imidazol-5-yl)-3-(5-methoxy-2,2-dimethyl-2H-chromen-6-yl)urea